OCCN1C(C2=CC=CC=C2CC1(C(F)(F)F)NC1=CC2=CC=CC=C2C=C1)=O 2-(2-Hydroxyethyl)-3-(naphthalen-2-ylamino)-3-(trifluoromethyl)-3,4-dihydroisoquinolin-1(2H)-one